(S)-1-p-toluenesulfonyloxy-2,3-propanediol CC1=CC=C(C=C1)S(=O)(=O)OC[C@H](CO)O